C(C)OC1=C2C=CC(=C1)O2 2-ethoxy-1,4-phenylene ether